FC=1C=C2C(CC3(N(C2=CC1)C)CCN(CC3)C(=O)NCC3=CC(=C(C=C3)F)C(C)(C)O)=O 6'-fluoro-N-(4-fluoro-3-(2-hydroxy-prop-2-yl)benzyl)-1'-methyl-4'-oxo-3',4'-dihydro-1'h-spiro[piperidine-4,2'-quinoline]-1-carboxamide